NS(=NC(CC1=C(C(=CC=C1C(C)C)F)C(C)C)=O)(=O)C=1SC(=CC1)C(C)(C)O N-(amino(5-(2-hydroxypropan-2-yl)thiophen-2-yl)(oxo)-λ6-sulfaneylidene)-2-(3-fluoro-2,6-diisopropylphenyl)acetamide